C(C1=CC=CC=C1)(=O)[C@](N)(CCCNC(N)=N)C(=O)O |r| alpha-benzoyl-DL-arginine